C(=O)C=1C=C(C2=C(N=C(O2)C=2C(=C(C=CC2)C2=C(C(=CC=C2)C=2SC=3CN(CCC3N2)C(C)C)C)C)C1)C#N 5-formyl-2-(3'-(5-isopropyl-4,5,6,7-tetrahydrothiazolo[5,4-c]pyridin-2-yl)-2,2'-dimethyl-[1,1'-biphenyl]-3-yl)benzo[d]oxazole-7-carbonitrile